FC1=CC=C(C=C1)[C@H]1[C@@H](C1)NCCCC=1N=C(C=NC1)N1CCNCC1 5-[3-([(1R,2S)-2-(4-fluorophenyl)cyclopropyl]amino)propyl]-3-[piperazin-1-yl]pyrazin